1-azido-13-oxo-3,6,9-trioxa-12-azahexadecane N(=[N+]=[N-])CCOCCOCCOCCNC(CCC)=O